CCC(C)C(=O)C(=O)O alpha-Ketoisoleucine